ethyl {6-bromo-2-[3-cyano-5-difluoromethoxyphenoxy]phenyl}difluoroacetate BrC1=CC=CC(=C1C(C(=O)OCC)(F)F)OC1=CC(=CC(=C1)OC(F)F)C#N